C(C)(C)(C)OC(=O)N1CCC(=CC1)C=1C=C2C(=CC=NC2=CC1)Cl 4-(4-Chloroquinolin-6-yl)-3,6-dihydropyridine-1(2H)-carboxylic acid tert-butyl ester